methylium triflate [O-]S(=O)(=O)C(F)(F)F.[CH3+]